O-benzyl-N,N-dimethyl-L-serine TFA salt OC(=O)C(F)(F)F.C(C1=CC=CC=C1)OC[C@H](N(C)C)C(=O)O